ClC1=C(C=CC(=N1)C(=O)NC)N1CCN(CC1)CC=1C(=C2NC(C=NC2=CC1)=O)F 6-Chloro-5-[4-[(5-fluoro-3-oxo-4H-quinoxalin-6-yl)methyl]piperazin-1-yl]-N-methyl-pyridine-2-carboxamide